(3R)-3-methyl-piperidin-3-ol hydrochloride Cl.C[C@@]1(CNCCC1)O